4,5,6,7-tetrahydro-2H-pyrazolo[4,3-c]pyridine hydrochloride Cl.N=1NC=C2CNCCC21